ClC1=CC=C(C(=N1)C(=O)NS(=O)(=O)C)N[C@H](C)C=1C=C(C=C2C(N(C(=NC12)N1CCC(CC1)C1=NN(C=C1)C)C)=O)C (R)-6-chloro-3-((1-(3,6-dimethyl-2-(4-(1-methyl-1H-pyrazol-3-yl)piperidin-1-yl)-4-oxo-3,4-dihydroquinazolin-8-yl)ethyl)amino)-N-(methylsulfonyl)picolinamide